7,8-dichloro-10-hydroxy-6-((2-(trimethylsilyl)ethoxy)methyl)-3,4,5,6-tetrahydroazepino[4,5-b]indol-2(1H)-one ClC1=C(C=C(C=2C3=C(N(C12)COCC[Si](C)(C)C)CCNC(C3)=O)O)Cl